2-[(4-{6-[(4-chloro-2-fluorobenzyl)oxy]pyridin-2-yl}piperazin-1-yl)methyl]-1-[(2R)-oxetan-2-ylmethyl]-1H-benzimidazole-6-carboxylic acid ClC1=CC(=C(COC2=CC=CC(=N2)N2CCN(CC2)CC2=NC3=C(N2C[C@@H]2OCC2)C=C(C=C3)C(=O)O)C=C1)F